2-amino-3-bromo-5-(p-chlorophenyl)benzamide NC1=C(C(=O)N)C=C(C=C1Br)C1=CC=C(C=C1)Cl